C(#N)C=1C=C(C=CC1)C=1N=C(SC1C1=CC(=NC(=C1)C)C)NC(=O)N1CC2(CC1)OCCNC2 N-[4-(3-Cyanophenyl)-5-(2,6-dimethyl-4-pyridyl)thiazol-2-yl]-6-oxa-2,9-diazaspiro[4.5]decan-2-carboxamid